C(C)N(CC)[Si](C1=CC=C(C=C1)C=C)(CC)CC (diethylamino)diethyl-(4-vinylphenyl)silane